FC=CSSCC ethyl (2-fluorovinyl) disulfide